N-hexyl-N'-(3-aminomethyl-1,2,3,4-tetrahydro-9H-carbazol-6-yl)urea C(CCCCC)NC(=O)NC=1C=C2C=3CC(CCC3NC2=CC1)CN